BrC=1C=C(C=C2C(N(C(=NC12)N1CCC(CC1)(F)F)C)=O)C 8-bromo-2-(4,4-difluoropiperidin-1-yl)-3,6-dimethylquinazolin-4(3H)-one